Cl.Cl.CN(C=1SC2=C(N=NC(=C2)C2=C(C=C(C=C2)C=2C=NNC2)O)N1)[C@H]1CNCCC1 2-(6-{Methyl-[(3R)-piperidin-3-yl]amino}[1,3]thiazolo[4,5-c]pyridazin-3-yl)-5-(1H-pyrazol-4-yl)phenol-Dihydrochlorid